3-(((S)-10-Hydroxy-7-((R)-2-phenylpiperazine-1-carbonyl)-7-aza-spiro[4.5]decan-10-yl)methyl)-6-(1-methyl-1H-pyrazol-3-yl)pyrimidin-4(3H)-one O[C@]1(CCN(CC12CCCC2)C(=O)N2[C@@H](CNCC2)C2=CC=CC=C2)CN2C=NC(=CC2=O)C2=NN(C=C2)C